NC([C@H](C[C@H]1C(NCC1)=O)NC(=O)[C@H]1N(C[C@@H](C1)SC)C(=O)C=1NC2=CC=CC(=C2C1)OC)=O (2S,4R)-N-[(1S)-2-amino-2-oxo-1-[[(3S)-2-oxopyrrolidin-3-yl]methyl]ethyl]-1-(4-methoxy-1H-indole-2-carbonyl)-4-methylsulfanyl-pyrrolidine-2-carboxamide